N-(2-chloro-4-(trifluoromethyl)phenyl)-1-hydroxy-2-naphthamide ClC1=C(C=CC(=C1)C(F)(F)F)NC(=O)C1=C(C2=CC=CC=C2C=C1)O